1-ethyl-5-(hydroxymethyl)imidazole-4-carbonitrile C(C)N1C=NC(=C1CO)C#N